heptadecenylimidazolium C(=CCCCCCCCCCCCCCCC)C=1NC=C[NH+]1